BrC=1C(OC2=CC(=CC=C2C1)CBr)(C)C 3-Bromo-7-(bromomethyl)-2,2-dimethyl-2H-chromene